N1=C2C(=CC=C1)C=CC2 7H-cyclopenta[b]pyridine